N1=[C+]C(=CC=C1)C=1[C+]=NC=CC1.C1=CC=CC=2C3=CC=CC=C3NC12 carbazole bipyridylium salt